1,3-phenylenebis((5,5-dioxido-10H-phenothiazin-10-yl)methanone) C1(=CC(=CC=C1)C(=O)N1C2=CC=CC=C2S(C=2C=CC=CC12)(=O)=O)C(=O)N1C2=CC=CC=C2S(C=2C=CC=CC12)(=O)=O